ClC1=CC(=C(C=C1)C1(OC2=C(O1)C=CC=C2C2CCN(CC2)CC=2N(C(=NN2)CO)C[C@H]2OCC2)C)F (5-((4-(2-(4-chloro-2-fluorophenyl)-2-methylbenzo[d][1,3]dioxol-4-yl)piperidin-1-yl)methyl)-4-(((S)-oxetan-2-yl)methyl)-4H-1,2,4-triazol-3-yl)methanol